N1=C(C=CC2=CC=CN=C12)CCCC(C(=O)OCC)C(=O)OCC Diethyl 2-(3-(1,8-naphthyridin-2-yl) propyl)malonate